FC=1C(=C(C=CC1)NC(=S)C=1C(NCCC1OCC1=C(C=NC=C1)OC[C@H]1N(CCCC1)C(=O)OC(C)(C)C)=O)C tert-butyl (2S)-2-[([4-[([3-[(3-fluoro-2-methylphenyl)carbamothioyl]-2-oxo-5,6-dihydro-1H-pyridin-4-yl]oxy)methyl]pyridin-3-yl]oxy)methyl]piperidine-1-carboxylate